FC(CN1C[C@@H]2[C@H](C1)CC(C2)CCOC=2C=C1C(=CNC1=CC2)NC(C2=CN=CC=C2)=O)(F)F N-(5-(2-((3aR,5r,6aS)-2-(2,2,2-trifluoroethyl)octa-hydrocyclopenta[c]pyrrol-5-yl)ethoxy)-1H-indol-3-yl)nicotinamide